NC=1N=NC(=CC1N1CC2CCC(C1)N2CC(=O)O)Br 2-(3-(3-amino-6-bromopyridazin-4-yl)-3,8-diazabicyclo[3.2.1]oct-8-yl)acetic acid